ClC1=C(C=CC(=C1)F)C1(CC1)C1=NOC(=N1)C1=NNC(=C1)C(F)F 3-(1-(2-chloro-4-fluorophenyl)cyclopropyl)-5-(5-(difluoromethyl)-1H-pyrazol-3-yl)-1,2,4-oxadiazole